2-(1-(4-(Isopentylthio)phenyl)ethylidene)hydrazine-1-carboximidamide C(CC(C)C)SC1=CC=C(C=C1)C(C)=NNC(N)=N